trans-1-benzyl-4-phenylpyrrolidine-3-carboxylate C(C1=CC=CC=C1)N1C[C@H]([C@@H](C1)C1=CC=CC=C1)C(=O)[O-]